COC1=C(C=C(C=N1)NCC(C(=O)O)=C)\C=C\[C@@H]1CC[C@H](CC1)C(F)(F)F 2-(((6-methoxy-5-((E)-2-(trans-4-(trifluoromethyl)cyclohexyl)vinyl)pyridin-3-yl)amino)methyl)acrylic acid